2-[2,8-dimethyl-4-({(1R)-1-[3-(trifluoromethyl)phenyl]ethyl}amino)pyrido[3,4-d]pyrimidin-6-yl]-2,6-diazaspiro[3.4]octan-7-one CC=1N=C(C2=C(N1)C(=NC(=C2)N2CC1(C2)CNC(C1)=O)C)N[C@H](C)C1=CC(=CC=C1)C(F)(F)F